C(C)(C)(C)N1C=[N+](C=C1)C 1-(tert-butyl)-3-methylimidazolium